NC1=CC(=NC(=N1)SC)C=1C=C(C#N)C=CC1 3-(6-amino-2-(methylsulfanyl)pyrimidin-4-yl)benzonitrile